NC1=CC=C(O[C@@H](C(=O)N)C)C=C1 R-(+)-2-(4-aminophenoxy)propanamide